octapropylene glycol di(1,1,2,2-tetrafluorobutyl) ether FC(C(CC)(F)F)(F)OC(C)COC(C)COC(C)COC(C)COC(C)COC(C)COC(C)COC(C)COC(C(CC)(F)F)(F)F